O=C1NC(CCC1N1CC2=CC=C(C=C2C1=O)CC(=O)NC=1SC=C(N1)C(C=1C=CC=NC1)=O)=O 2-(2-(2,6-dioxopiperidin-3-yl)-3-oxoisoindolin-5-yl)-N-(5-picolinoylthiazol-2-yl)acetamide